3-methyl-4-phenylazo-1-(4-sulfophenyl)-5-pyrazolone CC1=NN(C(C1N=NC1=CC=CC=C1)=O)C1=CC=C(C=C1)S(=O)(=O)O